(3-(cyclopropylmethoxy)-4-(difluoromethoxy)phenyl)pyrrolidine-1-carboxylic acid tert-butyl ester C(C)(C)(C)OC(=O)N1C(CCC1)C1=CC(=C(C=C1)OC(F)F)OCC1CC1